C(C1=CC=CC=C1)OC([C@@H](NC[C@@H](CCC1=CC=CC=C1)NC(=O)OC(C)(C)C)C)=O ((R)-2-((tert-butoxycarbonyl)amino)-4-phenylbutyl)-L-alanine benzyl ester